(6-(3-amino-8-(4-(hydroxymethyl)-3-nitrobenzamido)-6-phenylphenanthridin-5(6H)-yl)hexyl)triphenylphosphonium chloride [Cl-].NC=1C=CC=2C3=CC=C(C=C3C(N(C2C1)CCCCCC[P+](C1=CC=CC=C1)(C1=CC=CC=C1)C1=CC=CC=C1)C1=CC=CC=C1)NC(C1=CC(=C(C=C1)CO)[N+](=O)[O-])=O